4-((2,4-dimethoxybenzyl)amino)-N-(1-((2-fluorophenyl)amino)-6-methylisoquinolin-5-yl)quinazoline-8-carboxamide COC1=C(CNC2=NC=NC3=C(C=CC=C23)C(=O)NC2=C3C=CN=C(C3=CC=C2C)NC2=C(C=CC=C2)F)C=CC(=C1)OC